3-(((1-(2-hydroxyethyl)azetidin-3-yl)(methyl)carbamoyl)oxy)propane-1,2-diyl bis(decanoate) C(CCCCCCCCC)(=O)OCC(COC(N(C)C1CN(C1)CCO)=O)OC(CCCCCCCCC)=O